sec-butylpyridine-2,3-diamine C(C)(CC)C1=C(C(=NC=C1)N)N